C(#N)CC=1C=C(CNCCCCOCCOC2=NC3=C(C4=CN=CC=C24)C=CC(=C3)C(=O)O)C=C(C1)C(F)(F)F 5-(2-(4-((3-(cyanomethyl)-5-(trifluoromethyl)benzyl)amino)butoxy)ethoxy)benzo[c][2,6]naphthyridine-8-carboxylic acid